N-(4-Amino-1H-pyrazolo[4,3-c]pyridin-7-yl)-N'-ethyl-N'-[1-[2-fluoro-4-(trifluoromethyl)phenyl]ethyl]oxamide NC1=NC=C(C2=C1C=NN2)NC(=O)C(=O)N(C(C)C2=C(C=C(C=C2)C(F)(F)F)F)CC